2-(5-(3-Methylpyridin-4-yl)-1H-pyrazol-3-yl)naphthalen-1-ol CC=1C=NC=CC1C1=CC(=NN1)C1=C(C2=CC=CC=C2C=C1)O